3-methyl-5-(p-methylphenyl)pyridine-2-amine CC=1C(=NC=C(C1)C1=CC=C(C=C1)C)N